NC1[C@@H]2CN(C[C@H]12)C1=CC=C(C=N1)C=1C=C(NC1)C=1C=NN(C1)C 4-(6-((1R,5S,6s)-6-amino-3-azabicyclo[3.1.0]hexan-3-yl)pyridin-3-yl)-2-(1-methyl-1H-pyrazol-4-yl)-1H-pyrrole